FC(C(C)C)(F)C=1C=C(C=2C=CC=3N(C2N1)C=C(N3)C=3OC=NN3)C(F)(F)F 2-(2-(1,1-difluoro-2-methylpropyl)-4-(trifluoromethyl)imidazo[1,2-a][1,8]naphthyridin-8-yl)-1,3,4-oxadiazole